NCC1(COC2=C3CN(C(C3=CC=C21)=O)N2C(CCCC2=O)=O)C (3-(Aminomethyl)-3-methyl-6-oxo-2,3,6,8-tetrahydro-7H-furo[2,3-e]isoindol-7-yl)piperidine-2,6-dione